5,10,15,20-tetra(pentafluorophenyl)porphine zinc [Zn].FC1=C(C(=C(C(=C1C=1C2=CC=C(N2)C(=C2C=CC(C(=C3C=CC(=C(C=4C=CC1N4)C4=C(C(=C(C(=C4F)F)F)F)F)N3)C3=C(C(=C(C(=C3F)F)F)F)F)=N2)C2=C(C(=C(C(=C2F)F)F)F)F)F)F)F)F